4-[6-amino-5-(2-chloro-benzyloxy)-pyridin-3-yl]-N-(3-morpholin-4-yl-propyl)-benzamide NC1=C(C=C(C=N1)C1=CC=C(C(=O)NCCCN2CCOCC2)C=C1)OCC1=C(C=CC=C1)Cl